tert-butyl (4-((2,3-dihydrobenzofuran-4-yl)amino)cyclohexyl)carbamate O1CCC2=C1C=CC=C2NC2CCC(CC2)NC(OC(C)(C)C)=O